N-{5-[2-(2,6-dichlorophenyl)acetamido]pyridazin-3-yl}-N-(3,4-difluorophenyl)acetamide ClC1=C(C(=CC=C1)Cl)CC(=O)NC=1C=C(N=NC1)N(C(C)=O)C1=CC(=C(C=C1)F)F